(R,Z)-N-(1-(dibenzo[b,d]furan-2-yl)-2-methylpropylidene)-2-methylpropane-2-sulfinamide C1=C(C=CC=2OC3=C(C21)C=CC=C3)\C(\C(C)C)=N/[S@](=O)C(C)(C)C